1-(7-[[2-fluoro-4-(pyrazol-1-yl)phenyl]amino]-1,6-naphthyridin-2-yl)-1-(piperidin-4-yl)ethanol FC1=C(C=CC(=C1)N1N=CC=C1)NC1=NC=C2C=CC(=NC2=C1)C(C)(O)C1CCNCC1